(2R,4R)-2,4-diethyl-2,3,4,6,7,8-hexahydro-5H-chromen-5-one C(C)[C@H]1OC=2CCCC(C2[C@@H](C1)CC)=O